(R)-6,7-dimethoxy-N-(1-(4-(2-((methylamino)methyl)phenyl)thiophen-2-yl)ethyl)-2-vinylquinazoline-4-amine COC=1C=C2C(=NC(=NC2=CC1OC)C=C)N[C@H](C)C=1SC=C(C1)C1=C(C=CC=C1)CNC